4-piperidinylamide N1CCC(CC1)[NH-]